2-methoxyethyl acetate (2-methoxyethyl acetate) COCCCC(=O)O.C(C)(=O)OCCOC